(5-chloro-1-methyl-1H-indol-2-yl)(4-(5-phenyl-1,3,4-oxadiazole-2-carbonyl)piperidin-1-yl)methanone ClC=1C=C2C=C(N(C2=CC1)C)C(=O)N1CCC(CC1)C(=O)C=1OC(=NN1)C1=CC=CC=C1